BrC1=CC=C(C(=N1)NC(=O)[C@H]1N([C@@H]2C[C@@]2(C1)C)C(CN1N=C(C2=CC(=CC(=C12)C#N)C=1C=NC(=NC1)C)C(=O)N)=O)C 1-(2-((1R,3S,5R)-3-((6-bromo-3-methylpyridin-2-yl)carbamoyl)-5-methyl-2-azabicyclo[3.1.0]hexan-2-yl)-2-oxoethyl)-7-cyano-5-(2-methylpyrimidin-5-yl)-1H-indazole-3-carboxamide